CC1=C(OC2=C1C=C(C=C2)S(NCCC=2SC=C(C2)C)(=O)=O)C(=O)O 3-methyl-5-(N-(2-(4-methylthiophene-2-yl)ethyl)sulfamoyl)benzofuran-2-carboxylic acid